N-cyclobutyl-4-fluoro-2-nitro-5-(2H-1,2,3,4-tetrazol-5-yl)aniline C1(CCC1)NC1=C(C=C(C(=C1)C=1N=NNN1)F)[N+](=O)[O-]